methyl 2-cyclopropyl-4-((2-(4-((2-(3-(1,3-dihydroxy-2-(hydroxymethyl)propan-2-yl)ureido)ethyl)carbamoyl)phenyl)-3-oxo-2,8-diazaspiro[4.5]decan-8-yl)methyl)-5-ethoxybenzoate C1(CC1)C1=C(C(=O)OC)C=C(C(=C1)CN1CCC2(CC(N(C2)C2=CC=C(C=C2)C(NCCNC(=O)NC(CO)(CO)CO)=O)=O)CC1)OCC